CC=1NC(C2=C(N1)OC(=C2)C)=O 2,6-dimethyl-3H-furo[2,3-d]pyrimidin-4-one